N-((3R,5S)-5-((1H-1,2,3-Triazol-1-yl)methyl)-1-cyanopyrrolidin-3-yl)-5-(2-cyclopropyl-5-(trifluoromethoxy)phenyl)-1,3,4-oxadiazole-2-carboxamide N1(N=NC=C1)C[C@@H]1C[C@H](CN1C#N)NC(=O)C=1OC(=NN1)C1=C(C=CC(=C1)OC(F)(F)F)C1CC1